(4-bromo-2,5-difluorophenyl)-6-(trifluoromethyl)pyrazolo[1,5-a]pyridine-3-sulfonamide BrC1=CC(=C(C=C1F)C1=NN2C(C=CC(=C2)C(F)(F)F)=C1S(=O)(=O)N)F